FC1=C(C=CC=C1F)C1=CC(=CC=C1)[C@H](CC(=O)OCC)NC(=O)NC=1C(N(C=C(C1O)C)C)=O Ethyl (S)-3-(2',3'-Difluorobiphenyl-3-yl)-3-(3-(4-hydroxy-1,5-dimethyl-2-oxo-1,2-dihydropyridin-3-yl)ureido)propanoat